glucosyl heptanoate C(CCCCCC)(=O)OC1[C@H](O)[C@@H](O)[C@H](O)[C@H](O1)CO